C(C)C=1C(NC2=CC(=CN=C2C1)CN1CCN(CC1)C=1C=NC2=C(N=CC=C2C1C(C)C)NC)=O 3-ethyl-7-((4-(4-isopropyl-8-(methylamino)-1,7-naphthyridin-3-yl)piperazin-1-yl)methyl)-1,5-naphthyridin-2(1H)-one